[(3R,5S)-5-[4-[4-[[3-(2,3-difluoro-4-methoxy-phenyl)imidazo[1,2-a]pyrazin-8-yl]amino]-2-methyl-benzoyl]piperazine-1-carbonyl]pyrrolidin-3-yl] (2S)-2,6-diaminohexanoate formate C(=O)O.N[C@H](C(=O)O[C@H]1CN[C@@H](C1)C(=O)N1CCN(CC1)C(C1=C(C=C(C=C1)NC=1C=2N(C=CN1)C(=CN2)C2=C(C(=C(C=C2)OC)F)F)C)=O)CCCCN